COC1=C2CCN3C(C2=CC=C1OC)=CC(=CC3=O)OCC3OCCCC3 8,9-dimethoxy-2-(tetrahydro-pyran-2-ylmethoxy)-6,7-dihydro-pyrido[2,1-a]isoquinolin-4-one